CC1=CC=C(C(=O)O[C@H](C(=O)O)[C@@H](C(=O)O)OC(C2=CC=C(C=C2)C)=O)C=C1 (2s,3s)-2,3-di((4-methylbenzoyl)oxy)succinic acid